4-azaspiro[2.4]heptane-4-sulfonamide C1CC12N(CCC2)S(=O)(=O)N